FC1=CC=C(C=C1)C1(CC2C(CN(C2)C(=O)NC=2C=NC=CC2)C1)O 5-(4-fluorophenyl)-5-hydroxy-N-(pyridin-3-yl)-octahydrocyclopenta[c]pyrrole-2-carboxamide